C(=O)(O)C=1N(CN(C1C(=O)O)C)CC 4,5-dicarboxy-3-ethyl-1-methyl-1H-imidazole